2-(4-(5-(((3,3-difluorocyclobutyl)amino)methyl)-6-oxo-1,6-dihydropyridine-3-carbonyl)piperazin-1-yl)-N-(5-(4-fluorophenoxy)pyridin-2-yl)propanamide FC1(CC(C1)NCC1=CC(=CNC1=O)C(=O)N1CCN(CC1)C(C(=O)NC1=NC=C(C=C1)OC1=CC=C(C=C1)F)C)F